ClC=1C=CC(=C(C1)[C@H]1C[C@H](C1)NC(=O)C=1C=NN(C1)CC=1C=NC(=NC1)N1C([C@H]2C[C@H]2C1)=O)C#N N-((cis)-3-(5-chloro-2-cyanophenyl)cyclobutyl)-1-((2-((1S,5R)-2-oxo-3-azabicyclo[3.1.0]hexan-3-yl)pyrimidin-5-yl)methyl)-1H-pyrazole-4-carboxamide